tert-Butyl (4-phenyl-5-((2-((3-sulfamoylphenyl)amino)pyridin-4-yl)oxy)thiazol-2-yl)carbamate C1(=CC=CC=C1)C=1N=C(SC1OC1=CC(=NC=C1)NC1=CC(=CC=C1)S(N)(=O)=O)NC(OC(C)(C)C)=O